[Na+].N1(CCOCC1)CCS(=O)(=O)[O-].N1(CCOCC1)CCS(=O)(=O)[O-] 4-Morpholineethanesulfonic acid-hemisodium salt